bispropioamidine isethionate S(=O)(=O)(O)CCO.C(CC)(=N)N.C(CC)(=N)N